N3,3-dimethyl-N1-(3-((R)-1-(4-methyl-4H-1,2,4-triazol-3-yl)propan-2-yl)phenyl)pyrrolidine-1,3-dicarboxamide CNC(=O)C1(CN(CC1)C(=O)NC1=CC(=CC=C1)[C@@H](CC1=NN=CN1C)C)C